F[C@@H]1C[C@H](N(C1)C(=O)[C@]1(OCCCC1)C(F)(F)F)C(=O)[O-] (2S,4R)-4-fluoro-1-((S)-2-(trifluoromethyl)tetrahydro-2H-pyran-2-carbonyl)pyrrolidine-2-carboxylate